3-hydroxy-N,N-bis(methyl-d3)benzamide lithium butoxide [O-]CCCC.[Li+].OC=1C=C(C(=O)N(C([2H])([2H])[2H])C([2H])([2H])[2H])C=CC1